N-[(1R,3S)-3-{[6-fluoro-2-(trifluoromethyl)quinolin-4-yl]amino}cyclohexyl]-2-methylimidazo[1,2-a]pyridine-6-carboxamide FC=1C=C2C(=CC(=NC2=CC1)C(F)(F)F)N[C@@H]1C[C@@H](CCC1)NC(=O)C=1C=CC=2N(C1)C=C(N2)C